FC(C1=NN(C=C1C(=O)NC1=C(C=CC=C1)C1=CC(=C(C(=C1)F)F)F)C)F 3-(difluoromethyl)-1-methyl-N-(3',4',5'-trifluoro-biphenyl-2-yl)pyrazole-4-carboxamide